C1(=CC=CC=C1)C(N1CC(C1)(NCC1=CC=CC=C1)CNC(C)C)C1=CC=CC=C1 1-(diphenylmethyl)-3-{[(1-methylethyl)amino]Methyl}-N-(phenylmethyl)azetidin-3-amine